6-methylpyrazolo[1,5-a]pyridin-3-ylisoindolin-1-one CC=1C=CC=2N(C1)N=CC2N2C(C1=CC=CC=C1C2)=O